C1(CCCC1)CSC=1C=2N(C=CC1)C(=NC2)C(C)(C)NC(=O)C2[C@H]1CN(C[C@@H]21)C(=O)OC(C)(C)C tert-Butyl (1R,5S,6R)-6-((2-(8-((cyclopentylmethyl)sulfanyl)imidazo[1,5-a]pyridin-3-yl)propan-2-yl)carbamoyl)-3-azabicyclo[3.1.0]hexane-3-carboxylate